pentaErythritol pentaacrylate C(C=C)(=O)O.C(C=C)(=O)O.C(C=C)(=O)O.C(C=C)(=O)O.C(C=C)(=O)O.OCC(CO)(CO)CO